p-(3-ethyl-4-{[(p-fluorophenyl)methyl]amino}-1-methyl-1H-1,2,5,7-tetraazainden-6-yl)phenol C(C)C1=NN(C2=NC(=NC(=C12)NCC1=CC=C(C=C1)F)C1=CC=C(C=C1)O)C